2-chloro-6-(propan-2-yl)pyridine-3-carbonitrile ClC1=NC(=CC=C1C#N)C(C)C